C(CCCCCCC\C=C/CCCCCCCC)(=O)NCCC(=O)O N-oleoyl-3-aminopropionic acid